ethyl (3S)-3-(5-chloro-3-cyclopropyl-2-fluorophenyl)-3-{[(R)-2-methylpropane-2-sulfinyl]amino}propanoate ClC=1C=C(C(=C(C1)[C@H](CC(=O)OCC)N[S@](=O)C(C)(C)C)F)C1CC1